FC1=C(C=CC(=C1)OC)CCN 2-(2-Fluoro-4-methoxy-phenyl)-ethylamine